ClC=1C(=C(C=CC1F)C(=NS(=O)C(C)(C)C)C1CC(C1)C(F)(F)F)F N-((3-chloro-2,4-difluorophenyl)(3-(trifluoromethyl)cyclobutyl)methylene)-2-methylpropane-2-sulfinamide